C(#C)C=1C(=CC=C2C=CC=C(C12)C1=C(C=2N=C(N=C(C2C=N1)N1C[C@@](CCC1)(O)C)OC[C@]12CCCN2C[C@@H](C1)F)F)F (R)-1-(7-(8-Ethynyl-7-fluoronaphthalen-1-yl)-8-fluoro-2-(((2R,7aS)-2-fluorotetrahydro-1H-pyrrolizin-7a(5H)-yl)methoxy)pyrido[4,3-d]pyrimidin-4-yl)-3-methylpiperidin-3-ol